N(=[N+]=[N-])[C@H]1CN(C[C@H](C1)OC(C1=CC=CC=C1)=O)C(=O)OC(C)(C)C (3R,5S)-tert-Butyl 3-azido-5-(benzoyloxy)piperidine-1-carboxylate